FC(C=1SC(=CN1)C1=CC=2C=NC(=CC2N1)NC(=O)C1CC1)(F)F N-(2-(2-(trifluoromethyl)thiazol-5-yl)-1H-pyrrolo[3,2-c]pyridin-6-yl)cyclopropanecarboxamide